tetra-methylene diacrylate C(C=C)(=O)OCCCCOC(C=C)=O